1,4-oxathiane O1CCSCC1